C1=CC(=N)OC=C1 iminopyran